7-((2R,3R,4S,5R)-5-((R)-(3,4-dichlorophenyl)(hydroxy)methyl)-3,4-dihydroxytetrahydrofuran-2-yl)-3,7-dihydro-4H-pyrrolo[2,3-d]pyrimidin-4-one O-fluoromethyl oxime FCON=C1C2=C(N=CN1)N(C=C2)[C@@H]2O[C@@H]([C@H]([C@H]2O)O)[C@H](O)C2=CC(=C(C=C2)Cl)Cl